FC(CN1C(=NC=2C1=NC(=CC2)C=2C=CN1N=C(N=C(C12)NC)NC1CC2(C1)CCN(CC2)C(C)=O)C)F 1-(2-((5-(3-(2,2-Difluoroethyl)-2-methyl-3H-imidazo[4,5-b]pyridin-5-yl)-4-(methylamino)pyrrolo[2,1-f][1,2,4]triazin-2-yl)amino)-7-azaspiro[3.5]nonan-7-yl)ethan-1-one